1-[3-(2,2,2-trifluoro-ethoxy)-benzyl]-3-(3-trifluoromethyl-bicyclo[1.1.1]pent-1-yl)-urea FC(COC=1C=C(CNC(=O)NC23CC(C2)(C3)C(F)(F)F)C=CC1)(F)F